C(C)C1=CC=C(C=C1)[C@H]1CC2(CN(C2)C(=O)C2CC(C2)(C)O)CC1 |r| (rac)-(6-(4-Ethylphenyl)-2-azaspiro[3.4]octan-2-yl)((1s,3s)-3-hydroxy-3-methylcyclobutyl)methanone